BrC=1C=C2CCCN(C2=CC1)C(=O)C1=CC(=C(C=C1)Br)F (6-bromo-3,4-dihydro-2H-quinolin-1-yl)-(4-bromo-3-fluoro-phenyl)-methanone